C(C)C(CC=C(C(=O)O)C)CCCC 2-ethylhexyl-methacrylic acid